C(C)(C)P(C1=C(C=CC=C1)N1C2=CC=CC=C2C=2C=CC=CC12)C(C)C 9-[2-(diisopropylphosphino)phenyl]-9H-carbazole